BrC=1C=C(C(=NC1)Cl)OCOC 5-bromo-2-chloro-3-(methoxymethoxy)pyridine